C(#N)C1=CC(=C(COC2=CC(=CC=N2)F)C=C1)OC 6-((4-cyano-2-methoxybenzyl)oxy)-4-fluoropyridin